C(#N)C1=CC(=C(C=C1)CCCC(=O)O)NC(=O)[C@H]1[C@]2(C1)CCOC1=CC=C(C=C12)C=1OC=CN1 4-[4-cyano-2-({[(2'R,4S)-6-(1,3-oxazol-2-yl)-2,3-dihydrospiro[chromene-4,1'-cyclopropan]-2'-yl]carbonyl}amino)phenyl]butanoic acid